2-(6-bromo-2-oxoquinolin-1(2H)-yl)-N-(4-chloro-3-(1H-1,2,4-triazol-3-yl)thiophen-2-yl)acetamide BrC=1C=C2C=CC(N(C2=CC1)CC(=O)NC=1SC=C(C1C1=NNC=N1)Cl)=O